Cl.NC1CN(CC1)C=1C=2N(C=C(C1)C=1C=NN(C1)C)N=CC2C#N 4-(3-aminopyrrolidin-1-yl)-6-(1-methyl-1H-pyrazol-4-yl)pyrazolo[1,5-a]pyridine-3-carbonitrile hydrochloride